β-(3,4-epoxycyclohexyl)ethyltriphenoxysilane C1(CC2C(CC1)O2)CC[Si](OC2=CC=CC=C2)(OC2=CC=CC=C2)OC2=CC=CC=C2